(1R,2R)-2-((2-amino-9-((2R,3R,5S)-3-hydroxy-5-(hydroxymethyl)tetrahydrofuran-2-yl)-6,8-dioxo-1,6,8,9-tetrahydro-7H-purin-7-yl)methyl)cyclopropane-1-carboxylic acid NC=1NC(C=2N(C(N(C2N1)[C@@H]1O[C@@H](C[C@H]1O)CO)=O)C[C@H]1[C@@H](C1)C(=O)O)=O